6-methylpyridine-3-carboximidamide hydrogen chloride Cl.CC1=CC=C(C=N1)C(N)=N